C(C(C)(C)C)(=O)OC1=CC=C(C=C1)COC1=C2N=CN(C2=NC(=N1)NC(C(C)C)=O)[C@@H]1O[C@@H]([C@H](C1)O[Si](C)(C)C(C)(C)C)COP(=O)(N(C)C)Cl 4-(((9-((2R,4S,5R)-4-((tert-butyldimethylsilyl)oxy)-5-(((chloro(dimethylamino)phosphoryl)oxy)methyl)tetrahydrofuran-2-yl)-2-isobutyramido-9H-purin-6-yl)oxy)methyl)phenyl pivalate